(S)-5-((R)-2-hydroxy-4-methylpentanoyl)-N-((S)-3-oxo-1-((S)-2-oxopyrrolidin-3-yl)-4-(trifluoromethoxy)butan-2-yl)-5-azaspiro[2.4]-heptane-6-carboxamide O[C@@H](C(=O)N1CC2(CC2)C[C@H]1C(=O)N[C@@H](C[C@H]1C(NCC1)=O)C(COC(F)(F)F)=O)CC(C)C